1-(5-(3-methoxy-4-phenyl-1H-pyrazol-1-yl)-7-morpholinopyrazolo[1,5-a]pyrimidin-2-yl)ethane-1,2-diol COC1=NN(C=C1C1=CC=CC=C1)C1=NC=2N(C(=C1)N1CCOCC1)N=C(C2)C(CO)O